O=C1C(=CC(C2=CC=CC=C12)=O)N[C@@H](C(=O)NC1=CC=C(C=C1)Br)CC1=CC=CC=C1 (R)-2-((1,4-dioxo-1,4-dihydronaphthalen-2-yl)amino)-3-phenyl-N-(4-bromophenyl)-propionamide